C(CCCCCCC(C)C)C(C(=O)O)=C.C(C=C)(=O)OCCCCCCCC(C)C isodecyl Acrylate (Iso-DECYL ACRYLATE)